NC=1N=C(SC1C(C1=CC=CC=C1)=O)N(C1=C(C=C(C=C1)OC(F)F)F)C(C(=O)N)C [N-(4-Amino-5-benzoylthiazol-2-yl)-4-(difluoromethoxy)-2-fluoroanilino]propanamid